3-amino-N-[(3R)-6,8-difluoro-7-(piperazin-1-yl)-3,4-dihydro-2H-1-benzopyran-3-yl]-6-methylthieno[2,3-b]pyridine-2-carboxamide NC1=C(SC2=NC(=CC=C21)C)C(=O)N[C@H]2COC1=C(C2)C=C(C(=C1F)N1CCNCC1)F